C(C)(C)(C)OC(N(C)CC1=CC=C(C=C1)N1N=CC=2C(C1=O)=C(N(C2C)C2=CC(=CC=C2)OC)C)=O 4-(6-(3-methoxyphenyl)-5,7-dimethyl-1-oxo-1H-pyrrolo[3,4-d]pyridazin-2(6H)-yl)benzyl-(methyl)carbamic acid tert-butyl ester